methyl (2S)-3-(5-bromo-1,3-thiazol-2-yl)-2-[(tert-butoxycarbonyl) amino]propanoate BrC1=CN=C(S1)C[C@@H](C(=O)OC)NC(=O)OC(C)(C)C